3-(7-fluoro-1-oxo-6-(trifluoromethoxy)isoindolin-2-yl)piperidine-2,6-dione FC=1C(=CC=C2CN(C(C12)=O)C1C(NC(CC1)=O)=O)OC(F)(F)F